N-(3-((4-Chlorophenyl)ethynyl)-1-methyl-1H-indol-5-yl)-2-fluoroacrylamide ClC1=CC=C(C=C1)C#CC1=CN(C2=CC=C(C=C12)NC(C(=C)F)=O)C